P(=O)(OCC(CBr)Br)(OCC(CBr)Br)OCC(CBr)Br tri-(2,3-dibromopropyl) phosphate